(S)-tert-butyl (2-amino-2-phenylethyl)carbamate N[C@H](CNC(OC(C)(C)C)=O)C1=CC=CC=C1